(+)-1-(3-(aminomethyl)phenyl)N-(3-((4-aminophenyl)(cyclopropylmethyl-amino)methyl)phenyl)-3-(trifluoromethyl)-1H-pyrazole-5-carboxamide NCC=1C=C(C=CC1)N1N=C(C=C1C(=O)NC1=CC(=CC=C1)C(NCC1CC1)C1=CC=C(C=C1)N)C(F)(F)F